NC1=NC(=C(C=C1C1=CC=C2C(NC(=NC2=C1)NC)=O)C1=CC=C(C=C1)N1CCN(CC1)C(C)C)F 7-(2-amino-6-fluoro-5-(4-(4-isopropylpiperazin-1-yl)phenyl)pyridin-3-yl)-2-(methylamino)quinazolin-4(3H)-one